C1(CC1)C([C@@H](C(NC=1N=CN(C1)C(C(F)(F)F)C=1C(=NC=CC1)OC)=O)NC(OCC1=CC=CC=C1)=O)C1CC1 benzyl N-[(1S)-1-(dicyclopropylmethyl)-2-oxo-2-[[1-[2,2,2-trifluoro-1-(2-methoxy-3-pyridyl)ethyl]imidazol-4-yl]amino]ethyl]carbamate